C(COCCOCCOCCNCCOCCOCCOCCO)O (E)-3,6,9,15,18,21-hexaoxa-12-azatricosane-1,23-diol